C(C)(C)(C)OC([C@@H](CC=1C=C(C=C(C1)OC)CC(=O)O)[C@@H]1CN(CC1)C(=O)OC(C)(C)C)=O 2-{3-[(2S)-3-(tert-butoxy)-2-[(3R)-1-[(tert-butoxy)carbonyl]pyrrolidin-3-yl]-3-oxopropyl]-5-methoxyphenyl}acetic acid